5-(2-bromo-5-(trifluoromethyl)phenyl)-2-(((2-(dimethylamino)ethyl)amino)methylene)cyclohexane BrC1=C(C=C(C=C1)C(F)(F)F)C1CCC(CC1)=CNCCN(C)C